N1CC(C1)OC(N(C)C)=O azetidin-3-yl-dimethylcarbamate